2-chloro-4-(3-(4-(4-((4-((7-ethyl-6-oxo-5,6-dihydro-1,5-naphthyridin-3-yl)methyl)piperazin-1-yl)methyl)piperidin-1-yl)phenyl)-4,4-dimethyl-5-oxo-2-thioxoimidazolidin-1-yl)benzonitrile ClC1=C(C#N)C=CC(=C1)N1C(N(C(C1=O)(C)C)C1=CC=C(C=C1)N1CCC(CC1)CN1CCN(CC1)CC=1C=NC=2C=C(C(NC2C1)=O)CC)=S